C(CCC)OC(OCCCC)[SiH2]C1=C(C=CC=C1)C=C dibutoxymethyl-(2-vinylphenyl)silane